3,6-dimethyl-8-(1-((2-(methylsulfonyl)phenyl)amino)ethyl)-2-(piperidine-1-yl)quinazolin-4(3H)-one CN1C(=NC2=C(C=C(C=C2C1=O)C)C(C)NC1=C(C=CC=C1)S(=O)(=O)C)N1CCCCC1